2-(3-t-butyl-2-hydroxy-5-(2-octyloxycarbonyl-ethyl)phenyl)-5-chloro-2H-benzotriazole C(C)(C)(C)C=1C(=C(C=C(C1)CCC(=O)OCCCCCCCC)N1N=C2C(=N1)C=CC(=C2)Cl)O